O(S(=O)(=O)C(F)(F)F)C=1C(=NC(=C2C=C(C(N(C12)C)=O)C1(CCN(CC1)C(C)=O)O)N[C@H](C)C1=C(C(=CC=C1)C(F)F)F)C (R)-3-(1-acetyl-4-hydroxypiperidin-4-yl)-5-((1-(3-(difluoromethyl)-2-fluorophenyl)ethyl)-Amino)-1,7-dimethyl-2-oxo-1,2-dihydro-1,6-naphthyridin-8-yl triflate